7-(2-chlorophenyl)-benzo[c]acridine ClC1=C(C=CC=C1)C1=C2C=CC=CC2=NC=2C3=C(C=CC12)C=CC=C3